methyl 3,4-dibromo-5-fluoro-2-methoxybenzoate BrC=1C(=C(C(=O)OC)C=C(C1Br)F)OC